OCN1C(=O)NC(=O)C1(C)C HYDROXYMETHYL-5,5-DIMETHYL-HYDANTOIN